2-fluoro-N'-hydroxy-4-methyl-benzamidine FC1=C(C(=NO)N)C=CC(=C1)C